1-(Perfluorophenyl)-2,2-bis(phenylselanyl)ethan-1-one FC1=C(C(=C(C(=C1F)F)F)F)C(C([Se]C1=CC=CC=C1)[Se]C1=CC=CC=C1)=O